FC1=C(C(=O)N[C@H](C(=O)O)CC2=CC=C(C3=CC=CC=C23)C=2C(N(C(=CC2OC)C)C)=O)C(=CC(=C1)N1[C@H](COCC1)C(F)(F)F)F (S)-2-(2,6-difluoro-4-((R)-3-(trifluoromethyl)morpholino)benzoylamino)-3-(4-(4-methoxy-1,6-dimethyl-2-oxo-1,2-dihydropyridin-3-yl)naphthalen-1-yl)propanoic acid